C(C)C1(C=CC=C1)[Dy](NC(C(CC)CC)=O)C1(C=CC=C1)CC bis(ethylcyclopentadienyl)(diethyl-acetamido)dysprosium